1-(1-(4-chlorophenyl)ethyl)-2-(3-fluorophenoxy)-7-(3-hydroxypropyl)-4-methyl-1,4,6,7-tetrahydroimidazo[4,5-e][1,4]diazepine-5,8-dione ClC1=CC=C(C=C1)C(C)N1C(=NC=2N(C(CN(C(C21)=O)CCCO)=O)C)OC2=CC(=CC=C2)F